O=C1N(C=CC2=C(C=NC=C12)C1=CC=CC=C1)CC=1N=C2N(C=C(C=C2)C=O)C1 2-[(1-oxo-5-phenyl-1,2-dihydro-2,7-naphthyridin-2-yl)methyl]imidazo[1,2-a]pyridine-6-carbaldehyde